C1(CC1)C=1N=NN(C1)[C@H](C(=O)N1[C@@H](C[C@H](C1)O)C(=O)NC1CN(CC1)C=1C=CC=2N(N1)C=NN2)C(C)(C)C (2S,4R)-1-[(2S)-2-(4-cyclopropyltriazol-1-yl)-3,3-dimethyl-butanoyl]-4-hydroxy-N-[1-([1,2,4]triazolo[4,3-b]pyridazin-6-yl)pyrrolidin-3-yl]pyrrolidine-2-carboxamide